3-([1,1'-biphenyl]-4-ylsulfonyl)-N-[1-(4-fluorophenyl)-3-hydroxypropyl]-1,3-thiazolidine-2-carboxamide C1(=CC=C(C=C1)S(=O)(=O)N1C(SCC1)C(=O)NC(CCO)C1=CC=C(C=C1)F)C1=CC=CC=C1